2,4-dimethylpentanenitrile CC(C#N)CC(C)C